(7,7-dimethyl-1,4-dioxaspiro[4.5]decan-8-yl)methanol CC1(CC2(OCCO2)CCC1CO)C